BrC=1C=C2C(=CC1)C(N(C[C@]21[C@H](C1)C)CC(=O)NC1=NC=C(C=N1)F)=O 2-[(2's,4r)-6-bromo-2'-methyl-1-oxospiro[3H-isoquinolin-4,1'-cyclopropan]-2-yl]-N-(5-fluoropyrimidin-2-yl)acetamide